CC1=C(OC2=C(C=C(C=C2C1=O)C)[C@@H](C)NC=1C(=NC=CC1)C(=O)O)C1=CC2=CN(N=C2C=C1)C 3-[[(1R)-1-[3,6-Dimethyl-2-(2-methylindazol-5-yl)-4-oxo-chromen-8-yl]ethyl]amino]pyridine-2-carboxylic acid